3-((6-(cyclopropanecarboxamido)-5-methylpyridin-3-yl)ethynyl)-4-methyl-N-(4-((4-methylpiperazin-1-yl)methyl)-3-(trifluoromethyl)phenyl)benzamide C1(CC1)C(=O)NC1=C(C=C(C=N1)C#CC=1C=C(C(=O)NC2=CC(=C(C=C2)CN2CCN(CC2)C)C(F)(F)F)C=CC1C)C